N1(C=NC=C1)C1=CC=C(C=C1)S(=O)(=O)NC1=C(C(=O)NC23CC(C2)(C3)C3=CC=CC=C3)C=CC=C1 2-((4-(1H-imidazol-1-yl)phenyl)sulphonamido)-N-(3-phenylbicyclo[1.1.1]pentan-1-yl)benzamide